[Ir+3].NC(C[C@@H](C)NC(=O)C=1C=NC2=C(C=CC=C2C1)C1=CCC(CC1)(F)F)=O (R)-N-(4-amino-4-oxobutan-2-yl)-8-(4,4-difluorocyclohex-1-en-1-yl)quinoline-3-carboxamide iridium(III)